(trans)-4-vinyl-4'-[(E)-1-propenyl]-bicyclohexane C(=C)C1CCC(CC1)C1CCC(CC1)\C=C\C